ammonia maleate salt C(\C=C/C(=O)O)(=O)O.N